N(=[N+]=[N-])[C@H]1CN(C[C@H]1OC1=NC=CC=C1)C1=CC=C(C=N1)C=1C=2N(C=C(C1)OCC)N=CC2C#N 4-(6-((3S,4R)-3-azido-4-(pyridin-2-yloxy)pyrrolidin-1-yl)pyridin-3-yl)-6-ethoxypyrazolo[1,5-a]pyridine-3-carbonitrile